C1(=CC=CC=C1)C1=NC(=CC=C1C1=C(C=CC=C1)C1=C(C(=NC(=C1C1=CC=CC=C1)C1=CC=CC=C1)C1=CC=C(C=C1)N1C2=CC=C(C=C2C=2C=C(C=CC12)C1=CC=C(C=C1)N1C2=CC=CC=C2C=2C=CC=CC12)C1=CC=C(C=C1)N1C2=CC=CC=C2C=2C=CC=CC12)C1=CC=CC=C1)C1=CC=CC=C1 9,9'-((9-(4-(4-(2-(2,6-diphenylpyridin-3-yl)phenyl)-3,5,6-triphenylpyridin-2-yl)phenyl)-9H-carbazole-3,6-diyl)bis(4,1-phenylene))bis(9H-carbazole)